decahydroquinazoline-2,4-diamine N1C(NC(C2CCCCC12)N)N